FS(=O)(=O)[O-] fluorosulfonate